propene-1,2-diol C(=C(C)O)O